3-(4-bromophenyl)-7-methyl-1H-indole-2-carboxylic acid BrC1=CC=C(C=C1)C1=C(NC2=C(C=CC=C12)C)C(=O)O